ethyl 2-(4-((tert-butoxycarbonyl)amino)phenyl)-1,4,5,6-tetrahydropyridine-3-carboxylate C(C)(C)(C)OC(=O)NC1=CC=C(C=C1)C=1NCCCC1C(=O)OCC